[N+](=O)([O-])C=1C=C(C=CC1OC(F)(F)F)N1CCN(C2CC12)C(=O)OC(C)(C)C tert-butyl 5-(3-nitro-4-(trifluoromethoxy) phenyl)-2,5-diazabicyclo[4.1.0]heptane-2-carboxylate